N-(4'-((4-cyano-6-(methylsulfonyl)pyridin-2-yl)amino)-5-(2-hydroxypropan-2-yl)-[2,3'-bipyridin]-6'-yl)acetamide C(#N)C1=CC(=NC(=C1)S(=O)(=O)C)NC1=C(C=NC(=C1)NC(C)=O)C1=NC=C(C=C1)C(C)(C)O